2-(2,6-dibromophenyl)acetaldehyde BrC1=C(C(=CC=C1)Br)CC=O